O=C1NC(CCC1N1C(C=2C=CC=C(C2C1=O)CC(=O)N)=O)=O 2-(2,6-dioxopiperidin-3-yl)-1,3-dioxoisoindolin-4-acetamide